O=C1N(C(C2=CC=CC=C12)=O)C1CN(CC(C1(F)F)C)C(=O)OC(C)(C)C tert-butyl 3-(1,3-dioxoisoindolin-2-yl)-4,4-difluoro-5-methylpiperidine-1-carboxylate